F[C@H]1[C@]2(CC[C@@H](C[C@@H]1OC1=CC=C(N=N1)C1=C(C=C(C=C1)N1N=NC=C1)O)N2C)C 2-(6-(((1R,2S,3S,5S)-2-fluoro-1,8-dimethyl-8-azabicyclo[3.2.1]octan-3-yl)oxy)pyridazin-3-yl)-5-(1H-1,2,3-triazol-1-yl)phenol